C(=O)(O)C1C(C=CCC1)CCCCC 5-Carboxy-4-pentyl-2-cyclohexen